FC1=CC=C(C=C1)C(C)C1=C(N=C(C(=N1)C(=O)N[C@@H]1COCC1)C)NCCN1CCCC1 6-(1-(4-fluorophenyl)ethyl)-3-methyl-5-((2-(pyrrolidin-1-yl)ethyl)amino)-N-((S)-tetrahydrofuran-3-yl)pyrazine-2-carboxamide